(R)-(1-(5,7-dichloro-8-fluoro-2-(methylthio)pyrido[4,3-d]pyrimidin-4-yl)pyrrolidin-2-yl)methanol ClC1=NC(=C(C=2N=C(N=C(C21)N2[C@H](CCC2)CO)SC)F)Cl